ClC=1C=C(C(=NC1)C(C)C1=C(C(=O)N)C=C(C=C1C=1SC(=CN1)C)OC[C@@H]1COCC1)F [1-(5-chloro-3-fluoropyridin-2-yl)ethyl]-3-(5-methyl-1,3-thiazol-2-yl)-5-[(3S)-tetrahydrofuran-3-ylmethoxy]benzamide